C(C1=CC=CC=C1)SC1=CC=C(C=C1)CN1C(C2=CC=C(C=C2CC1)Br)=O 2-{[4-(benzylthio)phenyl]methyl}-6-bromo-3,4-dihydroisoquinolin-1(2H)-one